(2-propen-1-yloxy)-benzyl alcohol C(C=C)OC(C1=CC=CC=C1)O